BrC=1C(=C(C(=C(C=O)C1)F)F)OC 5-bromo-2,3-difluoro-4-methoxy-benzaldehyde